2,4-dimethyl-furan CC=1OC=C(C1)C